1-Nonyl-1-methylpyrrolidinium acetat C(C)(=O)[O-].C(CCCCCCCC)[N+]1(CCCC1)C